CNC=1C2=C(N=C(C1)N)NC=C2 N4-methyl-1H-pyrrolo[2,3-b]pyridine-4,6-diamine